CC=1N=C(SC1C1=NC(=NC=C1)NC1=CC=C(C=N1)N1CCN(CC1)C(C)=O)SC (4-(6-((4-(4-Methyl-2-(methylthio)thiazol-5-yl)pyrimidin-2-yl)amino)pyridin-3-yl)piperazin-1-yl)ethan-1-one